(2S)-2-[(5-amino-6-phenoxypyridin-2-yl)formylamino]glutaric acid 1,5-diethyl ester C(C)OC([C@H](CCC(=O)OCC)NC(=O)C1=NC(=C(C=C1)N)OC1=CC=CC=C1)=O